C[N+](CCCS(=O)(=O)[O-])(CCCNC(CC[C@@H](C)[C@H]1CC[C@H]2[C@@H]3[C@@H](C[C@@H]4C[C@@H](CC[C@]4(C)[C@H]3C[C@@H]([C@]12C)O)O)O)=O)C 3-{dimethyl[3-(3α,7α,12α-trihydroxy-5β-cholan-24-amido)propyl]azaniumyl}propane-1-sulfonate